C1(CC1)CC=1C=C(N)C=CC1C 3-(cyclopropylmethyl)-4-methylaniline